methyl 2-((2-(((tert-butoxycarbonyl)(2-(6-methoxy-3-nitropyridin-2-yl)ethyl)amino)methyl)-3-(difluoromethoxy)-phenyl)amino)-4,5-difluorobenzoate C(C)(C)(C)OC(=O)N(CCC1=NC(=CC=C1[N+](=O)[O-])OC)CC1=C(C=CC=C1OC(F)F)NC1=C(C(=O)OC)C=C(C(=C1)F)F